aluminum-lithium salt [Li].[Al]